C(C)(C)C=1C=NC(=NC1)NC1CCC(CC1)OC1=C2C=CC=NC2=CC(=N1)N1CCOCC1 5-isopropyl-N-((1s,4s)-4-((7-morpholino-1,6-naphthyridin-5-yl)oxy)cyclohexyl)pyrimidin-2-amine